5-(2-(2-(pyrimidin-5-ylmethoxy)pyridin-4-yl)-1H-pyrrolo[2,3-b]pyridin-4-yl)-1H-indazol-3-amine N1=CN=CC(=C1)COC1=NC=CC(=C1)C1=CC=2C(=NC=CC2C=2C=C3C(=NNC3=CC2)N)N1